NCC1=C(C=CC=C1C(F)(F)F)N1N=C(C=C1)C(C)(C)O 2-(1-(2-(aminomethyl)-3-(trifluoromethyl)phenyl)-1H-pyrazol-3-yl)propan-2-ol